S(=O)(=O)([O-])[O-].[Mg+2].O=C1C(O)=C(O)[C@H](O1)[C@@H](O)CO L-ascorbic acid magnesium sulfate